FC(C1=C(C=C(C=N1)C1=NCC(S(C2=C1C=CC=C2F)(=O)=O)(C)C)C)F 5-(6-(difluoromethyl)-5-methylpyridin-3-yl)-9-fluoro-2,2-dimethyl-2,3-dihydro-benzo[f][1,4]thiazepine 1,1-dioxide